N[C@@H](CCC(=O)O)C(=O)N[C@@H](CC(C)C)C(=O)O E-glutamyl-L-leucine